CC1(C2(OCCO2)CCC2(C1)OCCC2=O)C 6,6-dimethyl-1,4,9-trioxadispiro[4.2.48.25]tetradecan-12-one